C12CN(CC2C1)C1=CC(=C(C=C1)CN1C=NC(=C1)C(=O)OCC)C#N Ethyl 1-[(4-{3-azabicyclo[3.1.0]hexan-3-yl}-2-cyanophenyl)methyl]-1H-imidazole-4-carboxylate